(3S)-3-[(1R)-1-[4-[(2-cyclopropyl-6-methyl-4-pyridyl)oxymethyl]phenyl]ethyl]-3-methyl-pyrrolidine-2,5-dione hydrochloride Cl.C1(CC1)C1=NC(=CC(=C1)OCC1=CC=C(C=C1)[C@@H](C)[C@]1(C(NC(C1)=O)=O)C)C